BrC=1C=C(C2=C(NC(=N2)C)C1C(C)C)F 6-bromo-4-fluoro-7-isopropyl-2-methyl-1H-benzimidazole